FC1([C@@H](C1)NC(C1=C(C=C(C=C1OC)C=1N(N=C2C=C(C=C(C12)C(F)F)C=1C=NN(C1)C[C@H](C)O)C)OC(F)F)=O)F N-[(1R)-2,2-difluorocyclopropyl]-2-(difluoromethoxy)-4-[4-(difluoromethyl)-6-[1-[(2S)-2-hydroxypropyl]pyrazol-4-yl]-2-methylindazol-3-yl]-6-methoxybenzamide